C1(CCC1)NC(=O)C=1C=C(C(NC1)=O)C(NC)=O 5-(cyclobutylcarbamoyl)-3-(methylcarbamoyl)-2-oxopyridin